O[C@@H]1C[N+](CC1)(C)C |r| 3-(SR)-Hydroxy-1,1-dimethylpyrrolidinium